COC1(CCOCC1)C(=O)ON1C(C2=CC=CC=C2C1=O)=O 1,3-dioxoisoindolin-2-yl 4-methoxytetrahydro-2H-pyran-4-carboxylate